1-{2-[5-(4-trifluoromethyl-phenyl)-2H-[1,2,4]triazole-3-yl]-piperazine-1-yl}-ethyl ketone FC(C1=CC=C(C=C1)C=1N=C(NN1)C1N(CCNC1)C(C)C(=O)C(C)N1C(CNCC1)C=1NN=C(N1)C1=CC=C(C=C1)C(F)(F)F)(F)F